5-((5-bromopyridin-3-yl)methoxy)-2-methoxyisonicotinaldehyde BrC=1C=C(C=NC1)COC1=CN=C(C=C1C=O)OC